CCCCC/C=C\C/C=C\CCCCCCCCCCCC(=O)O[C@H](COC(=O)CCCCCCC/C=C\C/C=C\C/C=C\CC)COP(=O)(O)OC[C@H](CO)O 1-(9Z,12Z,15Z-octadecatrienoyl)-2-(13Z,16Z-docosadienoyl)-glycero-3-phospho-(1'-sn-glycerol)